tert-butyl (3S)-3-(3-(5-(6-(1-(tetrahydro-2H-pyran-2-yl)-1H-pyrazol-5-yl)picolinamido)pyridin-2-yl)-1,2,4-oxadiazol-5-yl)piperidine-1-carboxylate O1C(CCCC1)N1N=CC=C1C1=CC=CC(=N1)C(=O)NC=1C=CC(=NC1)C1=NOC(=N1)[C@@H]1CN(CCC1)C(=O)OC(C)(C)C